C(C)(C)(C)OC(=O)N1C(COCC1)C1=C(C=C(C=C1)Br)C(F)(F)F 3-(4-bromo-2-(trifluoromethyl)phenyl)morpholine-4-carboxylic acid tert-butyl ester